t-butyl (2-(3,5-dichloro-4-((2'-oxo-1',2'-dihydrospiro[cyclopropane-1,3'-pyrrolo[2,3-b]pyridin]-5'-yl)oxy)phenyl)-3,5-dioxo-2,3,4,5-tetrahydro-1,2,4-triazin-6-yl)carbamate ClC=1C=C(C=C(C1OC=1C=C2C(=NC1)NC(C21CC1)=O)Cl)N1N=C(C(NC1=O)=O)NC(OC(C)(C)C)=O